methyl ((R)-2-((3-cyano-4-methoxy benzyl)oxy)-3-(octadecyloxy)propyl) hydrogen phosphate P(=O)(OC)(OC[C@@H](COCCCCCCCCCCCCCCCCCC)OCC1=CC(=C(C=C1)OC)C#N)O